C(C)(C)(C)OC(=O)N(C)C1=NC=C(C=C1)[Si](F)(C(C)(C)C)C(C)(C)C {5-[di(tert-butyl)(fluoro)silyl]-2-pyridinyl}-N-methylamino-carboxylic acid tert-butyl ester